C(=C)C1=CC=C(CC2(O)[C@H](NC)[C@@H](O)[C@H](O)[C@H](O2)CO)C=C1 4-vinyl-benzyl-N-methyl-D-glucosamine